(4-(4-((4-(dimethylamino)phenyl)amino)-4-oxobutyl)-1-phenyl-1H-imidazol-2-yl)-3-(1-methyl-1H-pyrazol-4-yl)benzamide CN(C1=CC=C(C=C1)NC(CCCC=1N=C(N(C1)C1=CC=CC=C1)C1=C(C(=O)N)C=CC=C1C=1C=NN(C1)C)=O)C